ClC=1SC=CC1 2-chlorothiophene